C(C1=CC=CC=C1)OC=1C(C(=CC=CC1)Br)=O 2-(benzyloxy)-7-bromocyclohepta-2,4,6-trien-1-one